3-(4-(4,6-dimorpholino-1,3,5-triazin-2-yl)phenyl)urea O1CCN(CC1)C1=NC(=NC(=N1)N1CCOCC1)C1=CC=C(C=C1)NC(N)=O